C(CCCCCCC\C=C/C\C=C/CCCCC)(=O)OCC(COC(CCCCCCCCCCCCCCC)=O)OC(NC1CN(C1)CCO)=O 2-(((1-(2-Hydroxyethyl)azetidin-3-yl)carbamoyl)oxy)-3-(palmitoyloxy)propyl (9Z,12Z)-octadeca-9,12-dienoate